ClC=1C(=C(C=CC1)NC1=CC(=NC=C1C(=O)NOC)NC1=NC=C(C=C1)F)N(S(=O)(=O)C)C 4-((3-chloro-2-(N-methylmethanesulfonamido)phenyl)amino)-6-((5-fluoropyridin-2-yl)amino)-N-methoxynicotinamide